trifluoroacetic acid palladium(II) salt [Pd+2].FC(C(=O)[O-])(F)F.FC(C(=O)[O-])(F)F